C(#N)C1=NC(=C(C(=O)OC)C=C1)C1=C(C=CC(=C1)C#N)OC methyl 6-cyano-2-(5-cyano-2-methoxyphenyl)nicotinate